C(C)(C)(C)OC(=O)N1CCN(CC1)C1=C(C(=CC(=C1)CC(C)C)C)C#N.Cl.C1(CC1)C1=C(C#N)C(=CC(=C1)CC(C)C)N1CCNCC1 2-Cyclopropyl-4-isobutyl-6-(piperazin-1-yl)benzonitrile hydrochloride tert-Butyl-4-(2-cyano-5-isobutyl-3-methylphenyl)piperazine-1-carboxylate